[13C](CCCCCCC)(=O)[O-] [13C]-octanoate